5-aminopentanoate NCCCCC(=O)[O-]